C(C)(=O)C1=NC=C(C(=C1)N1C(C=C(C=C1C(F)(F)F)OCC1=NC=C(C=C1F)F)=O)C 2'-acetyl-4-((3,5-difluoropyridin-2-yl)methoxy)-5'-methyl-6-(trifluoromethyl)-2H-[1,4'-bipyridin]-2-one